OC1=CC=C2C=CC(OC2=C1)=O 7-HYDROXY-2-CHROMENONE